ethyl 2-[4-(hydroxymethyl) cyclohex-3-enyl]-2-methylcyclopropane-1-carboxylate OCC1=CCC(CC1)C1(C(C1)C(=O)OCC)C